1-hexadecanoyl-2-(5Z,8Z,11Z,14Z-eicosatetraenoyl)-sn-glycero-3-phosphoserine CCCCCCCCCCCCCCCC(=O)OC[C@H](COP(=O)(O)OC[C@@H](C(=O)O)N)OC(=O)CCC/C=C\C/C=C\C/C=C\C/C=C\CCCCC